C(C)(=O)C1=C(C=CC(=C1)C1=NN(C=N1)C1=CC=C(C=C1)OC(F)(F)F)NC(=O)\N=C\1/SCC(N1C1=C(C=CC(=C1)C)C(C)OC)=O (Z)-1-(2-acetyl-4-(1-(4-(trifluoromethoxy)phenyl)-1H-1,2,4-triazol-3-yl)phenyl)-3-(3-(2-(1-methoxyethyl)-5-methylphenyl)-4-oxothiazolidin-2-ylidene)urea